C(C)(C)(C)OC(=O)NC=1SC2=C(N1)C(=CC=C2F)B(O)O (2-(t-butoxycarbonyl)amino-7-fluorobenzo[d]thiazol-4-yl)boronic acid